3-(4-((S)-2-((1R,3r,5S)-bicyclo[3.1.0]hexan-3-yl)-2-(1,2,3,4-tetrahydropyrrolo[1,2-a]pyrazine-6-carboxamido)acetamido)phenyl)-2,4-dimethylpyridine 1-oxide [C@H]12CC(C[C@@H]2C1)[C@@H](C(=O)NC1=CC=C(C=C1)C=1C(=[N+](C=CC1C)[O-])C)NC(=O)C1=CC=C2N1CCNC2